9,9-bis(2-carboxyethyl)-3,6-diphenylfluorene C(=O)(O)CCC1(C2=CC=C(C=C2C=2C=C(C=CC12)C1=CC=CC=C1)C1=CC=CC=C1)CCC(=O)O